4-deoxy-4-fluoro-fructose F[C@@H]([C@@H](C(CO)=O)O)[C@H](O)CO